COC(\C=C\CCCC=1C=C(C=CC1)C)=O 6-m-tolylhex-2-enoic acid (E)-methyl ester